FC1=C(C=C(C=C1)N1N=CN=C1)OC 1-(4-fluoro-3-methoxy-phenyl)-1,2,4-triazole